2-(Phenylmethylthio)-4-(morpholine-4-carbonyl)benzonitrile C1(=CC=CC=C1)CSC1=C(C#N)C=CC(=C1)C(=O)N1CCOCC1